5-(benzo[d][1,3]dioxol-5-ylamino)-2-((3-fluoro-5-methylphenyl)amino)nicotinamide O1COC2=C1C=CC(=C2)NC=2C=NC(=C(C(=O)N)C2)NC2=CC(=CC(=C2)C)F